N[C@H]1C2N(CC1CC2)C(=O)C2=CC1=C(C(=C(O1)C=1N(C3=CC(=CC=C3C1)C1=CC(=NC=C1)OC)CC1CC1)C)C=C2 ((7R)-7-Amino-2-azabicyclo[2.2.1]heptan-2-yl)(2-(1-(cyclopropylmethyl)-6-(2-methoxypyridin-4-yl)-1H-indol-2-yl)-3-methylbenzofuran-6-yl)methanone